C1=CC2=C3C(=C1)C=CC4=NC=CC(=C43)C=C2 azapyrene